C1(=CC=C(C=C1)COC=1N=C(NC1)C(=O)O)C1=CC=CC=C1 4-([1,1'-biphenyl]-4-ylmethoxy)-1H-imidazole-2-carboxylic acid